(S)-2-ethynyl-5-(pyrrolidin-3-yloxy)pyridine hydrochloride Cl.C(#C)C1=NC=C(C=C1)O[C@@H]1CNCC1